[Cl-].C(C)[N+](CCCCCCCCCCCCCC)(C1=CC=CC=C1)CC diethyl-phenyl-tetradecyl-ammonium chloride